CC1=C(C=C(C=C1)C1=NN=C(N1)C1=CC=CC=C1)S(=O)(=O)NC1CCC2(OCCO2)CC1 2-Methyl-5-(5-phenyl-4H-1,2,4-triazol-3-yl)-N-(1,4-dioxaspiro[4.5]decan-8-yl)benzenesulfonamide